C1OCC12CN(C2)CCOC2=CC1=C(OC[C@@H](C(N1C)=O)NC(OC(C)(C)C)=O)C=C2 tert-butyl (S)-(7-(2-(2-oxa-6-azaspiro[3.3]heptan-6-yl)ethoxy)-5-methyl-4-oxo-2,3,4,5-tetrahydrobenzo[b][1,4]oxazepin-3-yl)carbamate